[(3S)-1-methylpyrrolidin-3-yl] 4-[[4-[[2-(6-methyl-2-pyridyl)pyrimidin-4-yl]amino]pyrimidin-2-yl]amino]benzoate CC1=CC=CC(=N1)C1=NC=CC(=N1)NC1=NC(=NC=C1)NC1=CC=C(C(=O)O[C@@H]2CN(CC2)C)C=C1